(R)- and (S)-2-((4-cyanophenethyl)amino)-N-(5-((1-methylpiperidin-4-yl)oxy)pyridin-2-yl)-2-phenylacetamide C(#N)C1=CC=C(CCN[C@@H](C(=O)NC2=NC=C(C=C2)OC2CCN(CC2)C)C2=CC=CC=C2)C=C1 |r|